tert-butyl 6-(2-hydroxy-prop-2-yl)-2-(methoxy (methyl) carbamoyl)-1H-pyrrolo[2,3-b]pyridine-1-carboxylate OC(C)(C)C1=CC=C2C(=N1)N(C(=C2)C(N(C)OC)=O)C(=O)OC(C)(C)C